CC1(CC2=CC=C(C=C2C1)NC1=C(C=CC=C1)C)C 2,2-dimethyl-N-(o-tolyl)-2,3-dihydro-1H-inden-5-amine